4-(7-chloro-2-(4-(2-nitroprop-1-en-1-yl)phenyl)quinolin-4-yl)methyl-morpholine ClC1=CC=C2C(=CC(=NC2=C1)C1=CC=C(C=C1)C=C(C)[N+](=O)[O-])CN1CCOCC1